C(#N)C=1C(=CC(=NC1)NC(=O)N1CCCC2=CC(=C(N=C12)C=O)CN1C(COCC1)=C=O)N1C[C@H](CC1)OC (S)-N-(5-cyano-4-(3-methoxypyrrolidin-1-yl)pyridin-2-yl)-7-formyl-6-((3-carbonylmorpholino)methyl)-3,4-dihydro-1,8-naphthyridine-1(2H)-carboxamide